C(C)(=O)N[C@H]1C(O)O[C@@H]([C@H]([C@@H]1O)O)CO N-Acetyl-glucosamin